(2-(4-chlorophenyl)-2-oxoethyl)carbamoylglycine ethyl ester C(C)OC(CNC(NCC(=O)C1=CC=C(C=C1)Cl)=O)=O